N-(3-(tert-pentyl)isoxazol-5-yl)-4,5,6,7-tetrahydrothieno[2,3-c]pyridine-3-carboxamide hydrochloride Cl.C(C)(C)(CC)C1=NOC(=C1)NC(=O)C1=CSC=2CNCCC21